C(C)OC(CC(C=1C=C2CCCC2=C(C1)CO)C1=C(C2=C(N(N=N2)C)C(=C1)Cl)C)=O 3-(7-Chloro-1,4-dimethyl-1H-benzotriazol-5-yl)-3-[7-(hydroxymethyl)-2,3-dihydro-1H-inden-5-yl]propionic acid ethyl ester